FC=1C=C(COCC2=C(N)C=C(C=C2)C)C=CC1 2-(((3-fluorobenzyl)oxy)methyl)-5-methylaniline